Tert-butyl 3-(bromomethyl)quinoxaline-6-carboxylate BrCC=1C=NC2=CC=C(C=C2N1)C(=O)OC(C)(C)C